FC(C1=CN=C2N1N=C(C=C2)C2=CNC=1N=C(N=CC12)NCC1(CC1)C(F)(F)F)F 5-(3-(difluoromethyl)imidazo[1,2-b]pyridazin-6-yl)-N-((1-(trifluoromethyl)cyclopropyl)methyl)-7H-pyrrolo[2,3-d]pyrimidin-2-amine